methyl 2-(3,4-dimethyl-2,6-dioxopyrimidin-1-yl)-3-methoxypropanoate CN1C(N(C(C=C1C)=O)C(C(=O)OC)COC)=O